Tert-butyl (1R*,5R*,6S*)-6-fluoro-3,8-diazabicyclo[3.2.1]octane-8-carboxylate F[C@@H]1[C@H]2CNC[C@@H](C1)N2C(=O)OC(C)(C)C |o1:1,2,6|